3-chlorobenzene-1-carbaldehyde ClC=1C=C(C=CC1)C=O